2,5-Dimethyl-2,5-di(2-ethylhexanoylperoxy)hexane lithium sulfur salt [S].[Li].CC(C)(CCC(C)(OOC(C(CCCC)CC)=O)C)OOC(C(CCCC)CC)=O